N-methylisopropylamine, Formate salt C(=O)O.CNC(C)C